C1(CC1)C1=C(C(=NN1C)C1=NC2=C(C=NC(=C2)C(F)(F)F)N1C)SCC 2-(5-cyclopropyl-4-(ethylthio)-1-methyl-1H-pyrazol-3-yl)-3-methyl-6-(trifluoromethyl)-3H-imidazo[4,5-c]pyridine